[Br].N1C(NCC1)=N imidazoline-2-imine bromine